NC1=NC=CC=C1C1=NC=2C(=NC(=CC2)C2=CC=CC=C2)N1C1=CC=C(CC2=C(C(=O)N)C=CC=C2)C=C1 (4-(2-(2-aminopyridin-3-yl)-5-phenyl-3H-imidazo[4,5-b]pyridin-3-yl)benzyl)benzamide